CC1(CC(C=2C=C3N(C2C1)C=1C=CC=CC1C3C3=CC=C(C=C3)C)=O)C 3,3-dimethyl-10-(p-tolyl)-2,3,4,10-tetrahydro-1H-indolo[1,2-a]indol-1-one